3-[(4-vinylphenyl)methyl]-1-methyl-1H-imidazolium tetrafluoroborate F[B-](F)(F)F.C(=C)C1=CC=C(C=C1)C[N+]1=CN(C=C1)C